tetrakis(2,4-di-tertiary-butylphenyl)biphenylene diphosphonite P(O)OPO.C(C)(C)(C)C1=C(C=CC(=C1)C(C)(C)C)C1=C(C(=C(C=2C3=CC=CC=C3C12)C1=C(C=C(C=C1)C(C)(C)C)C(C)(C)C)C1=C(C=C(C=C1)C(C)(C)C)C(C)(C)C)C1=C(C=C(C=C1)C(C)(C)C)C(C)(C)C